9,9-dihydro-5-silafluorene C1=CC=C2C(=C1)C3=CC=CC=C3[Si]2